CC(C(C(CCCN=C=O)C)C)N=C=O 1,2,3-trimethylhexamethylene diisocyanate